CC=1N=C(SC1C)NC(=NC(=O)NC1=CC(=CC=C1)Cl)N 4,5-dimethylthiazol-2-yl-N''-(3-chloroaniline-carbonyl)-guanidine